ISOPROPYL ISOVALERATE C(CC(C)C)(=O)OC(C)C